Benzamide HCl Cl.C(C1=CC=CC=C1)(=O)N